9-(6-bromo-2-naphthyl)-9H-carbazole BrC=1C=C2C=CC(=CC2=CC1)N1C2=CC=CC=C2C=2C=CC=CC12